2-fluoroethyl fluoroacetate ethyl-fluorohexanoate C(C)C(C(=O)O)(CCCC)F.FCC(=O)OCCF